benzyl (3-(4-bromo-2-(trifluoromethyl)phenyl)oxetan-3-yl)carbamate BrC1=CC(=C(C=C1)C1(COC1)NC(OCC1=CC=CC=C1)=O)C(F)(F)F